N[C@@H](C(C)C)C(=O)OC[C@@H](C)NC(=O)C1=CC2=CC=CC(=C2C=C1)OC1=CC=C(C=C1)C(F)(F)F (R)-2-(5-(4-(trifluoromethyl)phenoxy)-2-naphthamido)propyl L-valinate